2,4-bis(N,N'-dipropylamino)-6-chloro-1,3,5-triazine C(CC)N(CCC)C1=NC(=NC(=N1)N(CCC)CCC)Cl